FC1=CC(=C(C=C1)C1=CC=CC(=N1)N)C 6-(4-fluoro-2-methylphenyl)pyridin-2-amine